FC(C1=C(C=NN1C)C(=O)OCC)F ethyl 5-difluoromethyl-1-methylpyrazole-4-carboxylate